OC1=CC=C(C=C1)C(C)C=1C2=C(C(N(C1)C)=O)N(C(=C2)C=2C=NN(C2)C2COC2)S(=O)(=O)C2=CC=C(C)C=C2 4-(1-(4-hydroxyphenyl)ethyl)-6-methyl-2-(1-(oxetan-3-yl)-1H-pyrazol-4-yl)-1-tosyl-1,6-dihydro-7H-pyrrolo[2,3-c]pyridin-7-one